(S,E)-tert-butyl (1-((2-oxo-2-(4-(5-(trifluoromethyl)pyridin-2-yl)piperazin-1-yl)ethoxy)imino)propan-2-yl)carbamate O=C(CO\N=C\[C@H](C)NC(OC(C)(C)C)=O)N1CCN(CC1)C1=NC=C(C=C1)C(F)(F)F